NC1=NC(N(C=C1)[C@@H]1O[C@@H]([C@H](C1)O[Si](C)(C)C(C)(C)C)COP1(SCCS1)=S)=O 4-amino-1-((2R,4S,5R)-4-((tert-butyldimethylsilyl)oxy)-5-(((2-sulfido-1,3,2-dithiaphospholan-2-yl)oxy)methyl)tetrahydrofuran-2-yl)pyrimidin-2(1H)-one